ethylene bis(3,4-epoxy cyclohexanecarboxylate) C1(CC2C(CC1)O2)C(=O)OCCOC(=O)C2CC1C(CC2)O1